N1(C(=NCC1)C(=O)[O-])C(=O)[O-] ImidazolineDicarboxylate